C(C=C)(=O)N1[C@H](CN(CC1)C1=CC(=NC=2CN(CCC12)C1=CC=CC2=CC=CC(=C12)C)C(=O)N[C@]1(CNCCC1)C)CC#N 4-((S)-4-acryloyl-3-(cyanomethyl)piperazin-1-yl)-7-(8-methylnaphthalen-1-yl)-N-((R)-3-methylpiperidin-3-yl)-5,6,7,8-tetrahydro-1,7-naphthyridine-2-carboxamide